N1C=NC2=C1C=CC(=C2)CC(=O)O 1H-benzimidazole-5-acetic acid